C(C1=CC=CC=C1)OC1=NC(=CC=C1N1C=2C=CC=C3C(=NC=C(C1=O)C23)OC)OCC2=CC=CC=C2 2-(2,6-dibenzyloxy-3-pyridyl)-7-methoxy-2,6-diazatricyclo[6.3.1.04,12]dodeca-1(12),4,6,8,10-pentaen-3-one